OC1=CC=C(C=CC(=O)SCCNC(CCNC([C@@H](C(COP(OP(OC[C@@H]2[C@H]([C@H]([C@@H](O2)N2C=NC=3C(N)=NC=NC23)O)OP(=O)(O)O)(=O)O)(=O)O)(C)C)O)=O)=O)C=C1 p-hydroxycinnamoyl-coa